(2S,4R)-1-[(2S)-2-(4-cyclopropyltriazol-1-yl)-3,3-dimethyl-butanoyl]-4-hydroxy-N-[[3-(2-hydroxyethoxy)-1,1-dioxo-thiolan-3-yl]methyl]pyrrolidine-2-carboxamide C1(CC1)C=1N=NN(C1)[C@H](C(=O)N1[C@@H](C[C@H](C1)O)C(=O)NCC1(CS(CC1)(=O)=O)OCCO)C(C)(C)C